C(C)OOCC ethyl-2-ethoxyether